FC1=C(CNS(=O)(=O)C2=CC=C(C=C2)NC(=O)C2C(C2)C2=CC=NC=C2)C(=CC=C1)F N-(4-(N-(2,6-difluorobenzyl)sulfamoyl)phenyl)-2-(pyridin-4-yl)cyclopropane-1-carboxamide